1-(2-(1-[4-(2,6-dioxopiperidin-3-yl)-2-fluorophenyl]piperidin-4-ylethyl)piperidin-4-yl)-6-(1-hydroxyethyl)indazol-5-yl-6-(trifluoromethyl)pyridine-2-carboxamide O=C1NC(CCC1C1=CC(=C(C=C1)N1CCC(CC1)CCC1NCCC(C1)N1N=CC2=CC(=C(C=C12)C(C)O)C=1C(=NC(=CC1)C(F)(F)F)C(=O)N)F)=O